C(C)(=O)N[C@H](C(=O)N[C@@H](CC1=CC=C(C=C1)NS(=O)(=O)O)C=1SC=C(N1)C1=CSC=C1)CC1=CC=CC=C1 4-{(S)-2-((S)-2-acetylamino-3-phenylpropionylamino)-2-[4-(thiophen-3-yl)thiazol-2-yl]ethyl}phenylaminosulfonic acid